O[C@@]1(CC[C@@H]2[C@H]3CC[C@]4(C(C3CCC2C1)[C@H]1[C@@H]([C@@H]4C(CN4N=CN=N4)=O)CCC1)C)C 1-((2R,4aS,4bR,6aS,7S,7aS,8aR,8bR,8cR,10aR)-2-hydroxy-2,6a-dimethyloctadecahydrocyclopenta[4,5]cyclopenta[1,2-a]phenanthren-7-yl)-2-(2H-tetrazol-2-yl)ethane-1-one